CC1=NOC(=C1C1=CSC2=C1N=C(N=C2N[C@H](CN2CCN(CC2)S(=O)(=O)C=2SC(=CC2)C2=CC(=NO2)C)C)CC)C 7-(3,5-dimethyl-1,2-oxazol-4-yl)-2-ethyl-N-[(2S)-1-(4-{[5-(3-methyl-1,2-oxazol-5-yl)thiophen-2-yl]sulfonyl}piperazin-1-yl)propan-2-yl]thieno[3,2-d]pyrimidin-4-amine